C(#N)C1=NC(=CC(=C1)CNC(C)=O)NC1CCC(CC1)(F)F N-((2-cyano-6-((4,4-difluorocyclohexyl)amino)pyridin-4-yl)methyl)acetamide